[4-({[1-(2-Methoxybenzoyl)-3-[1-(morpholin-4-carbonyl)-2-(trifluoromethyl)azetidin-3-yl]-1H-pyrazol-5-yl]sulfanyl}methyl)phenyl]methanamin COC1=C(C(=O)N2N=C(C=C2SCC2=CC=C(C=C2)CN)C2C(N(C2)C(=O)N2CCOCC2)C(F)(F)F)C=CC=C1